C(#N)C1=CC=C(C=N1)C=1SC=C(N1)NC(OC(C)(C)C)=O tert-butyl N-[2-(6-cyano-3-pyridyl)thiazol-4-yl]carbamate